5,7-dioxo-2,3,5,7,11,11a-hexahydro[1,3]oxazolo[3,2-a]pyrido[1,2-d]pyrazine-8-carboxamide O=C1C=2N(CC3N1CCO3)C=C(C(C2)=O)C(=O)N